3-({[(3S)-1-[6-(aminomethyl)pyridin-3-yl]piperidin-3-yl][(2-methylpyridin-4-yl)methyl]amino}methyl)-1-methyl-1,4-dihydroquinolin-4-one NCC1=CC=C(C=N1)N1C[C@H](CCC1)N(CC1=CC(=NC=C1)C)CC1=CN(C2=CC=CC=C2C1=O)C